N-[31-(2,5-Dioxo-2,5-dihydro-1H-pyrrol-1-yl)-29-oxo-4,7,10,13,16,19,22,25-octaoxa-28-azahentriacontan-1-oyl]-L-valyl-N6-(tert-butoxycarbonyl)-L-lysin O=C1N(C(C=C1)=O)CCC(NCCOCCOCCOCCOCCOCCOCCOCCOCCC(=O)N[C@@H](C(C)C)C(=O)N[C@@H](CCCCNC(=O)OC(C)(C)C)C(=O)O)=O